(2-(3,5-difluorophenyl)-4-(4-fluorophenyl)oxazol-5-yl)-3-(2-(2-oxo-2,3-dihydro-1H-benzo[d]imidazol-5-yl)ethyl)oxazolidin-4-one FC=1C=C(C=C(C1)F)C=1OC(=C(N1)C1=CC=C(C=C1)F)C1OCC(N1CCC1=CC2=C(NC(N2)=O)C=C1)=O